ClC=1C=C(C=CC1OC)C#CC(=O)NC(C)C=1C=NC=NC1 (3-chloro-4-methoxyphenyl)-N-(1-(pyrimidin-5-yl)ethyl)propiolamide